N-(3-((3,5-dimethyl-4-oxo-3,4-dihydroquinazolin-6-yl)amino)-2,4-difluorophenyl)-3-fluoropropane-1-sulfonamide CN1C=NC2=CC=C(C(=C2C1=O)C)NC=1C(=C(C=CC1F)NS(=O)(=O)CCCF)F